5-hydroxy-2,3-dihydro-1H-indene-1-one OC=1C=C2CCC(C2=CC1)=O